triazole bisphosphonate P(O)(O)=O.P(O)(O)=O.N1N=NC=C1